1-(2-(2-oxa-6-azaspiro[3.3]heptan-6-yl)pyrimidin-5-yl)-3-(1-(5,7-difluoro-3-methylbenzofuran-2-yl)-2,2,2-trifluoroethyl)urea C1OCC12CN(C2)C2=NC=C(C=N2)NC(=O)NC(C(F)(F)F)C=2OC1=C(C2C)C=C(C=C1F)F